2-(benzoyl-2,3,4,9-tetrahydro-1H-β-carbolin-9-yl)-N-hydroxyacetamide C(C1=CC=CC=C1)(=O)C1NCCC=2C3=CC=CC=C3N(C12)CC(=O)NO